N-(2-methoxy-6-methyl-1,2,3,4-tetrahydronaphthalen-1-yl)-2-oxo-6-(trifluoromethyl)-1,2-dihydropyridine-3-carboxamide COC1C(C2=CC=C(C=C2CC1)C)NC(=O)C=1C(NC(=CC1)C(F)(F)F)=O